COC(=O)C(C(C)C)C1=CC(=NO1)N1CCC(CC1)CC1CCN(CC1)C(=O)OC(C)(C)C tert-butyl 4-[[1-[5-(1-methoxycarbonyl-2-methyl-propyl)isoxazol-3-yl]-4-piperidyl]methyl]piperidine-1-carboxylate